5,6-Dicarboxylindole C(=O)(O)C=1C=C2C=CNC2=CC1C(=O)O